[Na].FC1=C(C=C(C(=C1)C)C(F)(F)F)[N+](=O)[O-] 1-fluoro-5-methyl-2-nitro-4-(trifluoromethyl)benzene sodium